3-hexyl-1,1,1,5,5,5-hexamethyl-3-[(trimethylsilyl)oxy]trisiloxane C(CCCCC)[Si](O[Si](C)(C)C)(O[Si](C)(C)C)O[Si](C)(C)C